BrC=1C=C(C=CC1)C m-Bromotoluol